Methyl (E)-(3-(2,5-dimethoxyphenyl)acryloyl)-L-phenylalaninate COC1=C(C=C(C=C1)OC)/C=C/C(=O)N[C@@H](CC1=CC=CC=C1)C(=O)OC